6-[5-[(1S)-1-[[6-[cyclopropyl(difluoro)meth-yl]-8-(trifluoromethyl)quinazolin-4-yl]-methyl-amino]ethyl]-1,2,4-triazol-1-yl]pyridine-3-carbonitrile C1(CC1)C(C=1C=C2C(=NC=NC2=C(C1)C(F)(F)F)N([C@@H](C)C1=NC=NN1C1=CC=C(C=N1)C#N)C)(F)F